(S)-2-((S)-4,4-difluoro-3-(6-oxo-1,6-dihydropyridin-3-yl)piperidin-1-yl)-N-(5-phenoxypyridin-2-yl)propanamide FC1([C@H](CN(CC1)[C@H](C(=O)NC1=NC=C(C=C1)OC1=CC=CC=C1)C)C1=CNC(C=C1)=O)F